4-fluoro-3-(pyrrolidin-3-yl-2,2,5,5-d4)-1H-indole FC1=C2C(=CNC2=CC=C1)C1C(NC(C1)([2H])[2H])([2H])[2H]